ClC1=C(C=C(OCC(=O)N[C@@H]2CC[C@H](CC2)C(=O)NC2=NC3=CC=C(C=C3C=C2)Cl)C=C1)F trans-4-(2-(4-chloro-3-fluorophenoxy)acetamido)-N-(6-chloroquinolin-2-yl)cyclohexane-1-carboxamide